ClC=1N=CC2=C(N1)N(C(=C2F)C2CC2)C2=CC=CC(=N2)C(C)C 2-(6-(2-Chloro-6-cyclopropyl-5-fluoro-7H-pyrrolo[2,3-d]pyrimidin-7-yl)pyridin-2-yl)propan